di-p-tolylmethanol hydrochloride Cl.C1(=CC=C(C=C1)C(O)C1=CC=C(C=C1)C)C